C(C)(C)(C)OC([C@H](CC)OC1=C(C=C(C=C1)Br)C1=NOCC1OCC)=O (2S)-2-[4-bromo-2-(4-ethoxy-4,5-dihydroisoxazol-3-yl)phenoxy]butanoic acid tert-butyl ester